The molecule is a bile acid anion that is the conjugate base of 3beta,12alpha-dihydroxy-5beta-cholan-24-oic acid, obtained by deprotonation of the carboxy group. The 3beta-hydroxy epimer of deoxycholate. It is the major microspecies at pH 7.3. It is a conjugate base of a 3beta,12alpha-dihydroxy-5beta-cholan-24-oic acid. C[C@H](CCC(=O)[O-])[C@H]1CC[C@@H]2[C@@]1([C@H](C[C@H]3[C@H]2CC[C@H]4[C@@]3(CC[C@@H](C4)O)C)O)C